FC=1C=C(C=C(C1)F)[C@@H]1CC[C@H]2OC3(C(N21)=O)CCN(CC3)C(=O)C=3C(=NC=CC3)OCC (5'S,7a'R)-5'-(3,5-difluorophenyl)-1-(2-ethoxypyridine-3-carbonyl)tetrahydro-3'H-spiro[piperidine-4,2'-pyrrolo[2,1-b]-[1,3]oxazol]-3'-one